FC=1C=CC=2N(C3=CC=C(C=C3C2C1)F)C[C@H](CNC[C@@H](C)NC(OC(C)(C)C)=O)O tert-butyl ((R)-1-(((S)-3-(3,6-difluoro-9H-carbazol-9-yl)-2-hydroxypropyl)amino)propan-2-yl)carbamate